CC=1C=C(C=CC1OC1=CC=2N(C=C1)N=C(N2)C)NC=2C1=C(N=CN2)C=NC(=N1)S(=O)C N-(3-methyl-4-((2-methyl-[1,2,4]triazolo[1,5-a]pyridin-7-yl)oxy)phenyl)-6-(methyl-sulfinyl)pyrimido[5,4-d]pyrimidin-4-amine